C[Si]([N+]1=CC=CC=C1)(C)C N-(trimethylsilyl)pyridinium